C[Si](C)(C)C#CC=1C=C(C=CC1)N1CCC2(CCN(CC2)C(=O)O)CC1 9-(3-((trimethylsilyl)ethynyl)phenyl)-3,9-diazaspiro[5.5]undecane-3-carboxylic acid